O=C1N(CCC(N1)=O)C1=CC2=C(C(=NO2)N2CCN(CC2)C(=O)OC(C)(C)C)C=C1 tert-Butyl 4-(6-(2,4-dioxotetrahydropyrimidin-1(2H)-yl)benzo[d]isoxazol-3-yl)-piperazine-1-carboxylate